C(C1=CC=CC=C1)OC1CC(C(C1)C(=O)OC)C(=O)OC dimethyl 4-benzyloxycyclopentane-1,2-dicarboxylate